C(C1=CC=CC=C1)[C@H]1N(CCN(C1)S(=O)(=O)C)C=1C=C2C(=CN1)N(N=C2C)C=2C(=C(C(=CC2)F)O)F (R)-3-(5-(2-Benzyl-4-(methylsulfonyl)piperazin-1-yl)-3-methyl-1H-pyrazolo[3,4-c]pyridin-1-yl)-2,6-difluorophenol